5-[6-(Cyclopropylamino)-2-fluoropyridin-3-yl]-1-propan-2-ylpyrazole-4-carboxylic acid C1(CC1)NC1=CC=C(C(=N1)F)C1=C(C=NN1C(C)C)C(=O)O